FC=1C=C(CC2=NC=CC(=C2)N2N=C(C(=C2)C(=O)N)OC)C=C(C1)C(F)(F)F 1-(2-(3-fluoro-5-(trifluoromethyl)benzyl)pyridin-4-yl)-3-methoxy-1H-pyrazole-4-carboxamide